C(#N)C1=NC2=CC(=CC(=C2N=C1OS(=O)(=O)C(F)(F)F)[C@@H](C)NC1=C(C(=O)O)C=CC=C1)C (R)-2-((1-(2-cyano-7-methyl-3-(((trifluoromethyl)sulfonyl)oxy)quinoxalin-5-yl)ethyl)amino)benzoic acid